(2-bromophenyl)-3-hydroxypyrrolidine-1-carboxylic acid tert-butyl ester C(C)(C)(C)OC(=O)N1C(C(CC1)O)C1=C(C=CC=C1)Br